3-((5-((2S)-4-(1-(2-(2,6-dioxopiperidin-3-yl)-1,3-dioxoisoindolin-5-yl)piperidin-4-yl)-2-methylpiperazin-1-yl)pyridin-2-yl)amino)picolinamide O=C1NC(CCC1N1C(C2=CC=C(C=C2C1=O)N1CCC(CC1)N1C[C@@H](N(CC1)C=1C=CC(=NC1)NC=1C(=NC=CC1)C(=O)N)C)=O)=O